FC=1C=CC(=C(C(=O)N(C(C)C)C(C)C)C1)N1C=C(C=2C1=CN=CC2)C(=O)C2CCN(CC2)[C@@H](C(C)C)CCCN(C)CCOC |r| rac-(R)-5-Fluoro-N,N-diisopropyl-2-(3-(1-(6-((2-methoxyethyl)(methyl)amino)-2-methylhexan-3-yl)piperidine-4-carbonyl)-1H-pyrrolo[2,3-c]pyridin-1-yl)benzamide